C12(CC3CC(CC(C1)C3)C2)NCCCCCCCNC2=C3C(NC(=NC3=CC=C2)CCCC)=O 5-((7-(((1s,3s)-adamantan-1-yl)amino)heptyl)amino)-2-butyl-4-oxoquinazoline